ClC1=C(C=CC(=C1I)F)N(S(=O)(=O)N1CCCC1)COCC[Si](C)(C)C N-(2-chloro-4-fluoro-3-iodophenyl)-N-((2-(trimethylsilyl)ethoxy)methyl)pyrrolidine-1-sulfonamide